C1=CC=C(C=2OC3=C(C21)C=CC=C3)C=3C(=C(C=CC3N)C3=CC=C(C=C3)C3=CC=CC=C3)C3=CC=CC=C3 dibenzo[b,d]furan-4-yl-phenyl-[1,1':4',1''-terphenyl]-4-amine